BrC1=CC=C(C=C1)C1=CC=C(C=C1)C(CC(C1=CC=CC=C1)C=1C(OC2=C(C1O)C=CC=C2)=O)O 3-[3-(4'-Bromo[1,1'-biphenyl]-4-yl)-3-hydroxy-1-phenylpropyl]-4-hydroxy-2H-1-benzopyran-2-one